2-(fluoromethyl)-6,7-dihydropyrazolo[1,5-a]pyridin FCC1=NN2C(C=CCC2)=C1